4-oxo-4-(undecyloxy)butanoic acid O=C(CCC(=O)O)OCCCCCCCCCCC